NC1=CC=C(C=C1)N1CNC2=C1C=C(C=C2)O 3-(4-amino-phenyl)-1H-benzimidazol-5-ol